C(C)(=O)NNC(C1=CC=C(C=C1)[N+](=O)[O-])=O N'-Acetyl-4-nitrobenzohydrazide